O1CCC(=CC1)C=1CC[C@@H](CN1)C (S)-6-(3,6-dihydro-2H-pyran-4-yl)-3-methyl-2,3,4,5-tetrahydropyridine